tert-butyl (S)-(8-((6-bromo-2,3-dihydrobenzofuran-3-yl)(methyl)carbamoyl)-7-fluoroimidazo[1,5-a]quinoxalin-4-yl)carbamate BrC1=CC2=C([C@@H](CO2)N(C(=O)C2=C(C=C3N=C(C=4N(C3=C2)C=NC4)NC(OC(C)(C)C)=O)F)C)C=C1